CN(C)CC1(CN(C1)C=1C(=C(C(=CC1)S(=O)(=O)N[C@H]1CNCC1)S(=O)(=O)N)C1=NN=NN1)OC 4-{3-[(dimethylamino)methyl]-3-methoxyazetidin-1-yl}-N1-[(3R)-pyrrolidin-3-yl]-3-(1H-tetrazol-5-yl)benzene-1,2-disulfonamide